(R)-3-hydroxy-4-(4-((1-methylpiperidin-3-yl)amino)thieno[2,3-d]pyridazin-7-yl)benzonitrile OC=1C=C(C#N)C=CC1C=1N=NC(=C2C1SC=C2)N[C@H]2CN(CCC2)C